tert-butyl phenyl bicyclo[1.1.1]pentane-1,3-diyldicarbamate C12(CC(C1)(C2)NC(OC2=CC=CC=C2)=O)NC(OC(C)(C)C)=O